3-(2-amino-5,6-dihydro-[1,2,4]triazolo[1,5-a]pyrazin-7(8H)-yl)-6-(2-fluoro-5-(trifluoromethoxy)benzyl)-7,8-dihydro-1,6-naphthyridin-5(6H)-one NC1=NN2C(CN(CC2)C=2C=NC=3CCN(C(C3C2)=O)CC2=C(C=CC(=C2)OC(F)(F)F)F)=N1